COC(C1=CC=C(C=C1)\C=C\C1=CC(=CC=C1)F)=O (E)-4-(3-Fluorostyryl)benzoic acid methyl ester